(S)-N-(3-(2-chloro-4-fluorophenyl)-2-cyclopropylpropyl)-1-methyl-5-oxo-4,5-dihydro-1H-1,2,4-triazole-3-carboxamide ClC1=C(C=CC(=C1)F)C[C@H](CNC(=O)C1=NN(C(N1)=O)C)C1CC1